N1=CC=CC=2C(=CC=C(C12)N)N quinoline-5,8-diamine